OCCCCCOCC#CC1=CC=CC=2N(C(N(C21)C)=O)C2C(NC(CC2)=O)=O 3-(4-[3-[(5-hydroxypentyl)oxy]prop-1-yn-1-yl]-3-methyl-2-oxo-1,3-benzodiazol-1-yl)piperidine-2,6-dione